C1(CCCC1)C1=CC(=NN1)NC=1C2=C(N=C(N1)C(C)C)NC=C2 N-(5-cyclopentyl-1H-pyrazol-3-yl)-2-isopropyl-7H-pyrrolo[2,3-d]pyrimidin-4-amine